O1CCN(CC1)C1=CC(=CC(=N1)C=1C=NC(=NC1)N)OC1COCC1 5-(6-morpholino-4-((tetrahydrofuran-3-yl)oxy)pyridin-2-yl)pyrimidin-2-amine